N1C(=NC2=C1C=CC=C2)C(N2C(C1=C(C(=CC=C1C=C2)C2=CC=C(C=C2)C2CCN(CC2)C)F)=O)C2=C(C=CC(=C2)F)O 2-[1H-benzimidazol-2-yl-(5-fluoro-2-hydroxy-phenyl)methyl]-8-fluoro-7-[4-(1-methyl-4-piperidyl)phenyl]-isoquinolin-1-one